ClC1=CC(=C(C=C1)C1=NC(=NC2=NC(=C(N=C12)C)C)[C@@H]1C[C@@H](OCC1)C1=CC(=NC=C1)C)F 4-(4-chloro-2-fluorophenyl)-6,7-dimethyl-2-((2r,4s)-2-(2-methyl-4-pyridyl)tetrahydro-2H-pyran-4-yl)pteridine